4,4-dimethyloxazolidine CC1(NCOC1)C